2-(5-(ethylsulfonyl)-6-(2-(trifluoromethyl)pyrazolo[1,5-a]pyrimidin-5-yl)pyridin-2-yl)-7-((trifluoromethyl)sulfonyl)-[1,2,4]triazolo[4,3-a]pyridin-3(2H)-one C(C)S(=O)(=O)C=1C=CC(=NC1C1=NC=2N(C=C1)N=C(C2)C(F)(F)F)N2N=C1N(C=CC(=C1)S(=O)(=O)C(F)(F)F)C2=O